N-(3-fluoro-1-methylpiperidin-4-yl)-4-((3-(7-(((Z)-3-fluoro-1-methylpiperidin-4-yl)amino)-3-(2,2,2-trifluoroethyl)benzo[b]thiophen-2-yl)prop-2-yn-1-yl)amino)-3-methoxybenzamide FC1CN(CCC1NC(C1=CC(=C(C=C1)NCC#CC1=C(C2=C(S1)C(=CC=C2)NC2C(CN(CC2)C)F)CC(F)(F)F)OC)=O)C